(5-bromo-2-(4-(4-methylpiperazin-1-yl)piperidin-1-yl)phenyl)propan-2-ol BrC=1C=CC(=C(C1)CC(C)O)N1CCC(CC1)N1CCN(CC1)C